C(C)N(S(=O)(=O)C=1SC(=CC1)F)C(C(F)(F)F)C1=CC=C(C=C1)F N-ethyl-5-fluoro-N-(2,2,2-trifluoro-1-(4-fluorophenyl)ethyl)thiophene-2-sulfonamide